N-(cis-1-(oxetan-3-ylcarbonyl)-2-(((cis-4-phenylcyclohexyl)oxy)methyl)-piperidin-3-yl)methanesulfonamide O1CC(C1)C(=O)N1[C@H]([C@H](CCC1)NS(=O)(=O)C)CO[C@@H]1CC[C@@H](CC1)C1=CC=CC=C1